C12C=CC(C(C1)CC[Si](Cl)(Cl)C)C2 [(5-bicyclo[2.2.1]hept-2-enyl)ethyl]methyldichlorosilane